3-(2-amino-5-cyclopropylpyridin-3-yl)oxetan NC1=NC=C(C=C1C1COC1)C1CC1